N-(2-aminopropyl)-aminopropyltrimethoxysilane NC(CNCCC[Si](OC)(OC)OC)C